C1(C(CCCC1)C(=O)OCCCCCCC(C)C)C(=O)OCCCCCCC(C)C di-(iso-nonyl) cyclohexane-1,2-dicarboxylate